3-(8-amino-[1,2,4]triazolo[1,5-a][1,6]naphthyridin-4-yl)-2,4-dimethylphenol NC1=NC=C2C=C(C=3N(C2=C1)N=CN3)C=3C(=C(C=CC3C)O)C